1-({(5s,7s)-3-[3-(1-cyanocyclopropyl)-5-isoxazolyl]-7-methyl-2-oxo-1-oxa-3-azaspiro[4.5]decan-7-yl}methyl)-1H-benzimidazole-6-carbonitrile C(#N)C1(CC1)C1=NOC(=C1)N1C(O[C@]2(C1)C[C@@](CCC2)(C)CN2C=NC1=C2C=C(C=C1)C#N)=O